OC(CN(CCCC(=O)OCCN1CCN(CC1)CCSSCCCN(CC(CCCCCC\C=C/C\C=C/CCCCC)O)CC(CCCCCC\C=C/C\C=C/CCCCC)O)CC(CCCCCCCCCCCC)O)CCCCCCCCCCCC 2-(4-(2-((3-(Bis((9Z,12Z)-2-hydroxyoctadeca-9,12-dien-1-yl)amino)propyl)disulfaneyl)ethyl)piperazin-1-yl)ethyl 4-(bis(2-hydroxytetradecyl)amino)butanoate